(2S,5R)-6-(Benzyloxy)-7-oxo-1,6-diazabicyclo[3.2.1]octane-2-carbonitrile C(C1=CC=CC=C1)ON1[C@@H]2CC[C@H](N(C1=O)C2)C#N